[N+](=O)([O-])C1=C(C=CC=C1)C1=CC(=NN1)C(=O)OCC ethyl 5-(2-nitrophenyl)-1H-pyrazole-3-carboxylate